3-bromo-2-fluoro-6-sulfanylbenzoic acid BrC=1C(=C(C(=O)O)C(=CC1)S)F